FC(S(=O)(=O)O\C(=C\OC)\C1=CC(=C(C(=C1)[N+](=O)[O-])OCC1=CC=CC=C1)F)(F)F (E)-1-(4-(Benzyloxy)-3-fluoro-5-nitrophenyl)-2-methoxyvinyl trifluoromethane-sulfonate